FC=1C=CC2=C(C1)C1(CCN(CC1)CCOC1=CC3=C(N(C=N3)C3CC(C3)(C)O)C(=C1)C(F)(F)F)OC(N2)=O 6-fluoro-1'-{2-[1-(3-hydroxy-3-methylcyclobutyl)-7-(trifluoromethyl)-1H-1,3-benzimidazol-5-yloxy]ethyl}-1H-spiro[3,1-benzoxazine-4,4'-piperidin]-2-one